C1(=CC=C(C=C1)NC1=CC=C(C=C1)C1=CC(=CC=C1)N1C2=CC=CC=C2C=2C=CC=CC12)C1=CC=CC=C1 N-([1,1'-biphenyl]-4-yl)-3'-(9H-carbazol-9-yl)-[1,1'-biphenyl]-4-amine